C(CCCCCCCC=CC=CCCCC)O 9,11-hexadecadienol